FC1(OC2=C(O1)C=CC(=C2)C(=O)Cl)F 2,2-difluoro-1,3-benzodioxole-5-carbonyl chloride